2,4-bis(benzyloxy)-6-(bromomethyl)-5-nitropyrimidine C(C1=CC=CC=C1)OC1=NC(=C(C(=N1)OCC1=CC=CC=C1)[N+](=O)[O-])CBr